5-[4-[3-[2-(1-Piperidyl)ethoxy]pyrrolidin-1-yl]furo[2,3-d]pyrimidin-6-yl]-1H-pyrimidine-2,4-dione formate salt C(=O)O.N1(CCCCC1)CCOC1CN(CC1)C=1C2=C(N=CN1)OC(=C2)C=2C(NC(NC2)=O)=O